3-chloro-5,8-dihydropyrido[3,4-c]pyridazin-7(6H)ethanone ClC1=CC2=C(N=N1)CN(CC2)CC=O